6-methoxy-2-(pyrrolidin-1-yl)-7-(3-(pyrrolidin-1-yl)prop-1-yn-1-yl)-N-(trifluoromethyl)quinazolin-4-amine COC=1C=C2C(=NC(=NC2=CC1C#CCN1CCCC1)N1CCCC1)NC(F)(F)F